3-(((benzyloxy)carbonyl)amino)bicyclo[1.1.1]pentane-1-carboxylic acid methyl ester COC(=O)C12CC(C1)(C2)NC(=O)OCC2=CC=CC=C2